COS(=O)(=O)[O-].OCC[NH2+]C N-(2-hydroxyethyl)-N-methyl-ammonium methyl-sulfate